1-(1-methyl-2-oxabicyclo[2.1.1]hex-4-yl)ethan-1-one CC12OCC(C1)(C2)C(C)=O